N[C@H](C(=O)N1[C@@H]([C@H]2C([C@H]2C1)(C)C)C(=O)NN(C(OC(C)(C)C)=O)C[C@H]1C(NCC1)=O)[C@@H](CC)C tert-butyl N-[[(1R,2S,5S)-3-[(2S,3R)-2-amino-3-methyl-pentanoyl]-6,6-dimethyl-3-azabicyclo[3.1.0]hexane-2-carbonyl]amino]-N-[[(3S)-2-oxopyrrolidin-3-yl]methyl]carbamate